N=S(=O)(\C=C\C1=NC=CC=C1)C1=CC=C(C=C1)OC (E)-imino(4-methoxyphenyl)(2-(pyridin-2-yl)vinyl)-lambda6-sulfanone